methyl-(tert-butoxycarbonyl)homoserine CN([C@@H](CCO)C(=O)O)C(=O)OC(C)(C)C